FC(F)(F)NC(=O)OCCCCCCC(=O)O 7-(((trifluoromethyl)carbamoyl)oxy)heptanoic acid